FC1(C[C@H](NC1)CNC(=O)[C@H]1CN(C[C@H](O1)C)C1=C2C=CC(=NC2=CC=C1)C(F)(F)F)F (2R,6R)-N-[[(2S)-4,4-difluoropyrrolidin-2-yl]methyl]-6-methyl-4-[(trifluoromethyl)-5-quinolyl]morpholine-2-carboxamide